(2-methyl-4-(1-trityl-1H-pyrazol-4-yl)quinolin-6-yl)(morpholino)methanone CC1=NC2=CC=C(C=C2C(=C1)C=1C=NN(C1)C(C1=CC=CC=C1)(C1=CC=CC=C1)C1=CC=CC=C1)C(=O)N1CCOCC1